Br\C(=C/C=O)\C1=CC=CC=C1 (Z)-3-bromo-3-(phenyl)acrolein